N-(4-(4-(2-methoxyethyl)piperazin-1-yl)pyridin-2-yl)-5-(2-methylpyridin-4-yl)thiazolo[5,4-b]pyridin-2-amine COCCN1CCN(CC1)C1=CC(=NC=C1)NC=1SC2=NC(=CC=C2N1)C1=CC(=NC=C1)C